Cl.BrC1=C(NC2=CC=C(C=C12)C1=CC=C(C=C1)F)C(=O)NC[C@H](CCCN)N (S)-3-bromo-N-(2,5-diaminopentyl)-5-(4-fluorophenyl)-1H-indole-2-carboxamide hydrochloride